CC=1O[C@H](C=CC1)OC (2S,6R)-2-methyl-6-methoxy-6H-pyran